2-(2,5-dimethyl-1H-pyrrol-1-yl)-7-fluoro-6-(4,4,5,5-tetramethyl-1,3,2-dioxaborolan-2-yl)-[1,2,4]triazolo[1,5-a]pyridine CC=1N(C(=CC1)C)C1=NN2C(C=C(C(=C2)B2OC(C(O2)(C)C)(C)C)F)=N1